(S)-2-(4-(5-chloro-2-(4-chloro-1H-1,2,3-triazol-1-yl)phenyl)-2,5-dioxapiperazin-1-yl)-4-methoxy-N-(2-methyl-2H-indazol-5-yl)butanamide ClC=1C=CC(=C(C1)N1CON(CO1)[C@H](C(=O)NC1=CC2=CN(N=C2C=C1)C)CCOC)N1N=NC(=C1)Cl